C(C)(=O)O.[N+](=O)([O-])C=1C=C2C=3C=C(C=CC3N(C2=CC1)CC)C(CCC1CCCCC1)=NO 1-(6-nitro-9-ethylcarbazol-3-yl)-3-cyclohexyl-propan-1-one-oxime acetate